FC(S(=O)(=O)NS(=O)(=O)C)(F)F N-[(trifluoromethyl)sulfonyl]methane-sulfonamide